3-Bromo-4,4-difluoro-2-(5-fluoropyridin-2-yl)-5,6-dihydro-4H-pyrrolo[1,2-b]pyrazole BrC1=C2N(N=C1C1=NC=C(C=C1)F)CCC2(F)F